oxazin-3-one C1C=CONC1=O